1-butyl-3-vinylimidazole bistrifluoromethanesulfonimide salt [N-](S(=O)(=O)C(F)(F)F)S(=O)(=O)C(F)(F)F.C(CCC)N1CN(C=C1)C=C